(±)-3-oxocyclopentanecarboxylic acid O=C1C[C@@H](CC1)C(=O)O |r|